oxybis(ethane-2,1-diyl) bis(3,6-dichloro-2-methoxybenzoate) ClC=1C(=C(C(=O)OCCOCCOC(C2=C(C(=CC=C2Cl)Cl)OC)=O)C(=CC1)Cl)OC